C1(=CC=CC=C1)C1=CC(=CN1)NC(CC)=O N-(5-phenyl-1H-pyrrol-3-yl)propanamide